4-((1-(1,1-difluoro-2,3-dihydro-1H-inden-4-yl)ethyl)amino)-2-methylquinazoline FC1(CCC2=C(C=CC=C12)C(C)NC1=NC(=NC2=CC=CC=C12)C)F